C(CCCC)NC(=O)C=1N=C(OC1)C1C(C2CCC1O2)CC2=C(C=CC=C2)CCC(=O)O 2-[[3-[4-[(Pentylamino)carbonyl]-2-oxazolyl]-7-oxabicyclo[2.2.1]hept-2-yl]methyl]-benzenepropanoic acid